5-cyclopropyl-7-(2-nitrophenyl)-2-(4-nitrophenyl)-11-oxo-4-phenyl-7,8,9,11-tetrahydropyrimido[5',4':4,5]pyrido[2,1-b][1,3]thiazine-9-carboxylic acid C1(CC1)C=1C2=C(C(N3C1SC(CC3C(=O)O)C3=C(C=CC=C3)[N+](=O)[O-])=O)N=C(N=C2C2=CC=CC=C2)C2=CC=C(C=C2)[N+](=O)[O-]